BrC1=NN(C(=C1)C(=O)NC1(CC1)C(NC1=CC=C(C=C1)C1=CC=CC=C1)=O)C1=NC=CC=C1Cl 3-bromo-N-(1-((4-phenylphenyl)carbamoyl)cyclopropyl)-1-(3-chloropyridin-2-yl)-1H-pyrazole-5-carboxamide